ClC1=C(C(=C(C=C1OC)OC)Cl)C=1C(N(C2=CC(=NC=C2C1)NC1=C(C=CC=C1[N+](=O)[O-])C)CCCN1CCCCC1)=O 3-(2,6-dichloro-3,5-dimethoxyphenyl)-7-((2-methyl-6-Nitrophenyl)amino)-1-(3-(piperidin-1-yl)propyl)-1,6-naphthyridin-2(1H)-one